CC1=C(C=C(C=C1)C(=O)N1CCC(CC1)OC1CCNCC1)N1C(NC(CC1)=O)=O 1-(2-methyl-5-(4-(piperidin-4-yloxy)piperidine-1-carbonyl)phenyl)dihydropyrimidine-2,4(1H,3H)-dione